C(CCSSCCCO)O 3,3'-dithiobis(propan-1-ol)